(1-(azetidin-3-yl)-1H-pyrazol-4-yl)-5-(2,3-dihydro-1H-inden-4-yl)-6-methoxy-1-(4-methoxybenzyl)-1H-pyrazolo[4,3-b]pyridine N1CC(C1)N1N=CC(=C1)C1=NN(C=2C1=NC(=C(C2)OC)C2=C1CCCC1=CC=C2)CC2=CC=C(C=C2)OC